C[C@]12CC3(CC(C[C@@](C1)(C3)C)C2)NC(NC2=C(C=C(CN3C[C@H](CCC3)C(=O)NCCCCCC(=O)NO)C=C2)F)=O (S)-1-(4-(3-((1r,3r,5S,7S)-3,5-dimethyladamantan-1-yl)ureido)-3-fluorobenzyl)-N-(6-(hydroxyamino)-6-oxohexyl)piperidine-3-carboxamide